[Na+].C(CCCCCCC)S(=O)(=O)[O-] octanesulfonate sodium salt